BrC=1C=CC(=C(C1)N(C=1SC=C(N1)C(=O)OCC)CC)C Ethyl 2-((5-bromo-2-methylphenyl)(ethyl)amino)thiazole-4-carboxylate